OC1(C(OC2=CC(=CCC2C1=O)O)C1=CC=C(C=C1)O)O 3,4',7-trihydroxydihydroflavonol